CAPRYLNITRILE C(CCCCCCC)#N